5-[1-(5-Chloro-2-pyridyl)-2-hydroxy-ethoxy]-7-[1-(1-cyano-4-piperidyl)-5-methyl-triazol-4-yl]imidazo[1,2-a]pyridine-3-carbonitrile ClC=1C=CC(=NC1)C(CO)OC1=CC(=CC=2N1C(=CN2)C#N)C=2N=NN(C2C)C2CCN(CC2)C#N